2-methoxy-N-(4-methoxybenzyl)-N-methyl-6-(1-methyl-1H-imidazol-4-yl)pyridine-4-sulfonamide COC1=NC(=CC(=C1)S(=O)(=O)N(C)CC1=CC=C(C=C1)OC)C=1N=CN(C1)C